3-(trans-4-(2-(4-(2,3-dichlorophenyl)-4,7-diazaspiro[2.5]oct-7-yl)ethyl)cyclohexyl)oxazolidin-2-one ClC1=C(C=CC=C1Cl)N1C2(CC2)CN(CC1)CC[C@@H]1CC[C@H](CC1)N1C(OCC1)=O